OC(CN(CCCCC(=O)OCCN1CCN(CC1)CCSSCCCN(CC(CCCCCCC(=O)OCCC(C)C)O)CC(CCCCCCC(=O)OCCC(C)C)O)CC(CCCCC(OC(C)C)=O)O)CCCCC(=O)OC(C)C Diisopentyl 9,9'-((3-((2-(4-(2-((5-(bis(2-hydroxy-7-isopropoxy-7-oxoheptyl)amino)-pentanoyl)oxy)ethyl)piperazin-1-yl)ethyl)disulfaneyl)propyl)azanediyl)bis(8-hydroxynonanoate)